N1=NC(=NC=C1)C#N [1,2,4]Triazine-3-carbonitrile